O=C1N(CCC(N1)=O)N1C(C2=CC=C(C=C2C1=O)CN1CCC(CC1)N1CCC2=CC(=CC=C12)F)=O 2-(2,4-dioxotetrahydropyrimidin-1(2H)-yl)-5-((4-(5-fluoroindolin-1-yl)piperidin-1-yl)methyl)isoindoline-1,3-dione